BrC=1C=C(C=CC1F)NC(=O)[C@H]1N(S(N[C@H](C1)C=1SC(=CN1)Br)(=O)=O)C (3S,5R)-N-(3-bromo-4-fluorophenyl)-5-(5-bromothiazol-2-yl)-2-methyl-1,2,6-thiadiazinane-3-carboxamide 1,1-dioxide